methyl-3-cyclopentyl-4-iodo-1H-pyrazole CN1N=C(C(=C1)I)C1CCCC1